5-[(5-{6-[(3-Methylazetidin-3-yl)methoxy]-2,3-dihydrofuro[3,2-b]pyridin-7-yl}-1H-pyrazol-3-yl)amino]pyrazine-2-carbonitrile CC1(CNC1)COC=1C(=C2C(=NC1)CCO2)C2=CC(=NN2)NC=2N=CC(=NC2)C#N